C(CC(=O)C)(=O)NC1=CC=C(C=C1)F N-acetoacetyl-p-fluoroaniline